COC=1C=C(C=CC1[N+](=O)[O-])C1=NOC(=C1)C(=O)O (3-methoxy-4-nitrophenyl)isoxazole-5-carboxylic acid